NC1=C2C(=NC=N1)N(N=C2C2=CC=C(C=C2)CNC(C2=C(C=CC(=C2)F)OC)=O)C[C@H](C)N(C(=O)N2N=CN=C2)C (S)-N-(1-(4-amino-3-(4-((5-fluoro-2-methoxybenzamido)methyl)phenyl)-1H-pyrazolo[3,4-d]pyrimidin-1-yl)propan-2-yl)-N-methyl-1H-1,2,4-triazole-1-carboxamide